4-benzylsulfanyl-2,7-dichloro-quinoline C(C1=CC=CC=C1)SC1=CC(=NC2=CC(=CC=C12)Cl)Cl